FC1=C2C(C(=C(NC2=C(C=C1)F)S(=O)CC1=CC=C(C=C1)SC(F)(F)F)C(C(C)C)=O)=O 5,8-difluoro-3-isobutyryl-2-((4-((trifluoromethyl)thio)benzyl)sulfinyl)quinolin-4(1H)-one